2-(4-fluorophenoxy)-4-(perfluoroethyl)-N-(3-sulfonylphenyl)benzamide FC1=CC=C(OC2=C(C(=O)NC=3CC(C=CC3)=S(=O)=O)C=CC(=C2)C(C(F)(F)F)(F)F)C=C1